4-bromo-5-methoxy-6-oxopyran-2-carboxylic acid BrC=1C=C(OC(C1OC)=O)C(=O)O